BrC=1C=CC(=C(C#N)C1)N1C[C@@H](CC1)OC1=NC=CC=C1Cl (R)-5-bromo-2-(3-(3-chloropyridin-2-yloxy)pyrrolidin-1-yl)benzonitrile